methyl (Z)-3-methoxy-2-[2-methyl-5-[3-[1-(trifluoromethyl)vinyl] pyrazol-1-yl]phenoxy]prop-2-enoate CO\C=C(\C(=O)OC)/OC1=C(C=CC(=C1)N1N=C(C=C1)C(=C)C(F)(F)F)C